1-(5-chloro-7-fluoro-3-methyl-1-benzofuran-2-yl)-2,2,2-trifluoroethanone ClC=1C=C(C2=C(C(=C(O2)C(C(F)(F)F)=O)C)C1)F